3,4-dichloro-2-((S)-3-((S)-3-methyltetrahydrofuran-3-yl)-6,7-dihydro-5H-pyrrolo[2,1-c][1,2,4]triazol-6-yl)phenol ClC=1C(=C(C=CC1Cl)O)[C@@H]1CC2=NN=C(N2C1)[C@]1(COCC1)C